BrC1=CC(=C(C(=C1)[N+](=O)[O-])N(C(C(F)(F)F)=O)C)C(C)C N-(4-bromo-2-isopropyl-6-nitrophenyl)-2,2,2-trifluoro-N-methylacetamide